C(C)(C)[N+](=CC1=CC=C(C=C1)C)[O-] N-isopropyl-1-(p-tolyl)methanimine oxide